FC(C=1C=C(C=C(C1)C(F)(F)F)NC(=O)N1[C@@H]2CC[C@H]1CC=1C(=NC=CC12)F)(F)F (5R,8S)-N-(3,5-bis(trifluoromethyl)phenyl)-1-fluoro-6,7,8,9-tetrahydro-5H-5,8-epiminocyclohepta[c]pyridine-10-carboxamide